C(C)(C)(C)NC(C(=O)C1=C(C(=C(N1C)Cl)C(=O)NC1=CC(=C(C=C1)F)C)C)=O 5-(2-(tert-butylamino)-2-oxoacetyl)-2-chloro-N-(4-fluoro-3-methylphenyl)-1,4-dimethyl-1H-pyrrole-3-carboxamide